5-chloro-1,3-dimethoxymethyl-2-nitrobenzene ClC=1C=C(C(=C(C1)COC)[N+](=O)[O-])COC